N'-ethoxy-4-methyl-5-methylthio-6-[1-methyl-5-(trifluoromethyl)benzimidazol-2-yl]pyridin-2-carboxamidin C(C)ON=C(N)C1=NC(=C(C(=C1)C)SC)C1=NC2=C(N1C)C=CC(=C2)C(F)(F)F